O1C(=NC2=C1C=CC=C2)C2=C(C#N)C(=C(C(=C2N2C1=CC=CC=C1C=1C=C(C=CC21)C2=CC=CC=C2)N2C1=CC=CC=C1C=1C=C(C=CC21)C2=CC=CC=C2)N2C1=CC=CC=C1C=1C=C(C=CC21)C2=CC=CC=C2)N2C1=CC=CC=C1C=1C=C(C=CC21)C2=CC=CC=C2 2-(benzo[d]oxazol-2-yl)-3,4,5,6-tetrakis(3-phenyl-9H-carbazol-9-yl)benzonitrile